ClC1=NC=CC=C1C(=O)NC1=CC(=CC=C1)C(=O)NC1=C(C=C(C=C1C(F)(F)F)C(C(F)(F)F)(C(F)(F)F)F)I 2-chloro-N-[3-[[[2-iodo-4-[1,2,2,2-tetrafluoro-1-trifluoromethylethyl]-6-trifluoromethylphenyl]amino]carbonyl]phenyl]-3-pyridinecarboxamide